2-chloro-N-(2-(isopropylsulfonyl)phenyl)-7-((2-(trimethylsilyl)ethoxy)methyl)-7H-pyrrolo[2,3-d]pyrimidin-4-amine ClC=1N=C(C2=C(N1)N(C=C2)COCC[Si](C)(C)C)NC2=C(C=CC=C2)S(=O)(=O)C(C)C